3-(4'-cyano-[1,1'-biphenyl]-3-yl)-1-(2-(dimethylamino)ethyl)-1-(3-methoxybenzyl)urea C(#N)C1=CC=C(C=C1)C1=CC(=CC=C1)NC(N(CC1=CC(=CC=C1)OC)CCN(C)C)=O